C(=O)(N1CCCC1)N1CCCC1 1,1'-carbonyldipyrrolidine